3-[5-(3,3-Difluoro-2,6-dihydro-1H-pyridin-4-yl)-3-methyl-2-oxo-benzoimidazol-1-yl]piperidine-2,6-dione FC1(CNCC=C1C1=CC2=C(N(C(N2C)=O)C2C(NC(CC2)=O)=O)C=C1)F